CC1=CC(=C(C(N1)=O)CC1=C(C=CC=2ONOC21)C(=O)N)SC ((6-methyl-4-(methylsulfanyl)-2-oxo-1,2-dihydropyridin-3-yl)methyl)benzo[d][1,3]dioxazole-5-carboxamide